NC1=NN2C(C=C(C=C2)C=2C=C(C(=NC2)OC)C(=O)NC[C@@H]2[C@H](C2)C2=CC=C(C=C2)F)=N1 5-{2-amino-[1,2,4]triazolo[1,5-a]pyridin-7-yl}-N-{[(1S,2S)-2-(4-fluorophenyl)cyclopropyl]methyl}-2-methoxypyridine-3-carboxamide